8-(1-cyclopropyl-1H-pyrazol-4-yl)-6-(2,6-dichloro-3,5-dimethoxyphenyl)-2-(methylthio)pyrido[3,4-d]pyrimidine C1(CC1)N1N=CC(=C1)C1=NC(=CC2=C1N=C(N=C2)SC)C2=C(C(=CC(=C2Cl)OC)OC)Cl